5-ethyl-1-fluoronaphthalen-2-amine C(C)C1=C2C=CC(=C(C2=CC=C1)F)N